Isopropyl-(5-methoxy-2-pyridin-2-yl-pyrimidin-4-yl)-tartaric acid ammonium salt [NH4+].C(C)(C)C(C(C(=O)[O-])(O)C1=NC(=NC=C1OC)C1=NC=CC=C1)(O)C(=O)[O-].[NH4+]